BrC(CCC=C)(C)C 5-bromo-5-methyl-1-hexene